FC(C(=O)O)(F)F.O1C2=C(NCC1)C=C(C=C2)N2CC=1C=CC=C(C1C2)C(=O)NO 2-(3,4-dihydro-2H-benzo[b][1,4]oxazin-6-yl)-N-hydroxyisoindoline-4-carboxamide 2,2,2-trifluoroacetate